1-(3-(4-(4-(trifluoromethyl)phenyl)quinazolin-2-yl)azetidin-1-yl)propan-2-en-1-one FC(C1=CC=C(C=C1)C1=NC(=NC2=CC=CC=C12)C1CN(C1)C(C=C)=O)(F)F